3-methyl-1,3-diazepin-2-one CN1C(NC=CC=C1)=O